(1-sec-butyl-5-tetrazol-1-yl-1H-pyrazolo[4,3-d]pyrimidin-7-yl)-((R)-cyclopropyl-quinolin-3-yl-methyl)-amine C(C)(CC)N1N=CC=2N=C(N=C(C21)N[C@@H](C=2C=NC1=CC=CC=C1C2)C2CC2)N2N=NN=C2